O=C1N(C(CN1C1=CC=C(C=C1)C(F)(F)F)=O)CC1=CC(=C(OC(C(=O)OCC)(C)C)C=C1)C Ethyl 2-(4-((2,5-dioxo-3-(4-(trifluoromethyl) phenyl) imidazolin-1-yl) methyl)-2-(methyl) phenoxy)-2-methylpropionate